O=C1NC(CCC1C1=CC=C(CN2CCN(CC2)C2=CC=C(C(=O)NC=3C4=C(NN3)CN(C4)C([C@@H](C4=CC=CC=C4)OC)=O)C=C2)C=C1)=O 4-(4-(4-(2,6-dioxopiperidin-3-yl)benzyl)piperazin-1-yl)-N-(5-((R)-2-methoxy-2-phenylacetyl)-1,4,5,6-tetrahydropyrrolo[3,4-c]pyrazol-3-yl)benzamide